1-hydroxy-3,4-dihydro-1H-2,5,1-benzodioxaborepin OB1OCCOC2=C1C=CC=C2